BrC1=NC2=C(N1C1CC1)C=C(C=C2)C#N 2-bromo-1-cyclopropyl-1H-benzo[d]imidazole-6-carbonitrile